3-{4-[7-(4-Cyano-3-trifluoromethyl-phenyl)-8-oxo-6-thioxo-5,7-diaza-spiro[3.4]oct-5-yl]-phenyl}-acrylic acid C(#N)C1=C(C=C(C=C1)N1C(N(C2(CCC2)C1=O)C1=CC=C(C=C1)C=CC(=O)O)=S)C(F)(F)F